C(C)(=O)OC(CCC[C@@H](C)[C@H]1CC[C@@H]2[C@@]1(CC[C@@H]1[C@]3(CC[C@@H](C([C@@H]3CC[C@@H]21)(C(F)(F)F)O)OC(C)=O)C)C)(C)C acetic acid-(1R,3aS,3bS,5aR,7S,9aR,9bS,11aR)-1-[(2R)-6-acetoxy-6-Methylhept-2-yl]-6-hydroxy-9a,11a-dimethyl-6-(trifluoromethyl)hexadecahydro-1H-cyclopenta[1,2-i]phenanthrene-7-yl ester